NC=1C=C(C#N)C=CC1C1=CC=CC=2N1N=CN2 3-amino-4-{[1,2,4]triazolo[1,5-a]pyridin-5-yl}benzonitrile